7-chloro-2-(2,4-dimethoxybenzyl)-4-(imidazo[1,2-a]pyridin-3-yl)-2,3-dihydro-1H-pyrrolo[3,4-c]pyridin-1-one ClC=1C2=C(C(=NC1)C1=CN=C3N1C=CC=C3)CN(C2=O)CC2=C(C=C(C=C2)OC)OC